FC1=CC=C(C=C1)C=1N=CN(C1C1=C2C(=NC=C1)NC=C2)CC(=O)N2CCNCC2 2-[4-(4-fluorophenyl)-5-{1H-pyrrolo[2,3-b]pyridin-4-yl}-1H-imidazol-1-yl]-1-(piperazin-1-yl)ethan-1-one